(1-isobutyl-1H-pyrazol-4-yl)-N2-phenyl-N4-(1,2,3,4-tetrahydroisoquinolin-7-yl)pyrimidine-2,4-diamine C(C(C)C)N1N=CC(=C1)C=1C(=NC(=NC1)NC1=CC=CC=C1)NC1=CC=C2CCNCC2=C1